(R)-4-chloro-6-(1-(4-chloro-2-(3-methyl-1H-pyrazol-1-yl)phenyl)-2,2,2-trifluoroethoxy)pyrimidin-2-amine ClC1=NC(=NC(=C1)O[C@@H](C(F)(F)F)C1=C(C=C(C=C1)Cl)N1N=C(C=C1)C)N